FC1=CC=C(C=C1)C(=O)N1[C@@H](C=2N(CC1)C(=NN2)C2=NC(=NS2)NC)C (R)-(4-Fluorophenyl)(8-methyl-3-(3-(methylamino)-1,2,4-thiadiazol-5-yl)-5,6-dihydro-[1,2,4]Triazolo[4,3-a]pyrazin-7(8H)-yl)methanone